methyl 2-(3-chlorophenyl)-2-methylpropanoate ClC=1C=C(C=CC1)C(C(=O)OC)(C)C